6-methyl-2,3,4,5-tetrahydro-1H-1-benzazepine CC1=CC=CC2=C1CCCCN2